CC(C)(C#C)OC(C)=O acetic acid (2-methylbut-3-yn-2-yl) ester